Cl.OCC(N)(CO)CO tris[hydroxymethyl]-aminomethane hydrochloride